O=C1OC2=CC(=CC=C2C(=C1)C1=C(C=CC=C1)C)[C@@H]1[C@@H](C1)C(=O)N (Cis)-2-(2-oxo-4-(o-tolyl)-2H-chromen-7-yl)cyclopropane-1-carboxamide